2-(4-bromophenyl)-2,3-dihydrophthalazine-1,4-dione BrC1=CC=C(C=C1)N1C(C2=CC=CC=C2C(N1)=O)=O